COC1=C(C=CC(=C1)C(NS(=O)(=O)C1=C(C=CC=C1)C)=O)CC1=CN(C2=CC=C(C=C12)NC(OC1CCCC1)=O)C cyclopentyl N-[3-[[2-methoxy-4-[(2-methylphenyl)sulfonylcarbamoyl]phenyl]methyl]-1-methylindol-5-yl]carbamate